OC(C(C1=CC=C(C=C1)C(F)(F)F)=O)NC(C(=O)OCC)=O ethyl 2-((1-hydroxy-2-oxo-2-(4-(trifluoromethyl)phenyl)ethyl)amino)-2-oxoacetate